2-(2-(tetrahydro-2H-pyran-2-yl)phenyl)acetic acid methyl ester COC(CC1=C(C=CC=C1)C1OCCCC1)=O